4-cyano-N-(8,9-difluoro-6-oxo-1,4,5,6-tetrahydro-2H-pyrano[3,4-c]isoquinolin-1-yl)-3-fluoro-N-methylbenzamide C(#N)C1=C(C=C(C(=O)N(C)C2COCC=3NC(C=4C=C(C(=CC4C32)F)F)=O)C=C1)F